1-Methylheptylacrylat CC(CCCCCC)OC(C=C)=O